6-(benzyloxy)-1-(4-(2-bromoethoxy)phenoxy)-2-(4-(methylsulfonyl)phenyl)naphthalene C(C1=CC=CC=C1)OC=1C=C2C=CC(=C(C2=CC1)OC1=CC=C(C=C1)OCCBr)C1=CC=C(C=C1)S(=O)(=O)C